FC1=CC=C(OC2C(C2)C(=O)NC2=CC(=C(C=C2)OC=2SC=CN2)C)C=C1 2-(4-fluorophenoxy)-N-(3-methyl-4-(thiazol-2-yloxy)phenyl)cyclopropane-1-carboxamide